[K+].ClC=1C=CC(=C(C1)C1=CC(=CC=C1)C(=O)[O-])O 5'-Chloro-2'-hydroxy[1,1'-biphenyl]-3-carboxylic acid potassium salt